5-butylimino-3-heptanone C(CCC)N=C(CC(CC)=O)CC